tert-butyl (1-(4-chloropyridin-3-yl)-6-oxopiperidin-3-yl)(methyl)carbamate ClC1=C(C=NC=C1)N1CC(CCC1=O)N(C(OC(C)(C)C)=O)C